1,4-bis(ethenyldimethylsilyl)piperazine C(=C)[Si](N1CCN(CC1)[Si](C)(C)C=C)(C)C